dimethyl-(methyl)acrylamide 2-methylpropan-2-yl-1-azanylidene-1-oxo-1λ6-1,4-thiazinane-4-carboxylate CC(C)(C)OC(=O)N1CCS(CC1)(=O)=N.CC(=C(C(=O)N)C)C